Methyl (S)-1-(1-aminopropan-2-yl)-1H-imidazole-5-carboxylate dihydrochloride Cl.Cl.NC[C@H](C)N1C=NC=C1C(=O)OC